triglycidyl-4-methylphenol C(C1CO1)C=1C(=C(C(=C(C1)O)CC1CO1)CC1CO1)C